N-((4-((4-methoxybenzyl)amino)-7-(1-(tetrahydro-2H-pyran-2-yl)-1H-pyrazol-5-yl)pyrrolo[1,2-a]quinoxalin-2-yl)methyl)acetamide COC1=CC=C(CNC=2C=3N(C4=CC=C(C=C4N2)C2=CC=NN2C2OCCCC2)C=C(C3)CNC(C)=O)C=C1